N1=CC=C(C=C1)CN1N=CC=C1 1-(pyridin-4-ylmethyl)-1H-pyrazol